2-(1H-imidazol-1-yl)-N-(4-(2-methoxyethoxy)cyclohexyl)pyrimidine-4-carboxamide di(isononyl)cyclohexane-1,2-dicarboxylate C(CCCCCC(C)C)OC(=O)C1C(CCCC1)C(=O)OCCCCCCC(C)C.N1(C=NC=C1)C1=NC=CC(=N1)C(=O)NC1CCC(CC1)OCCOC